triazaToluenesulfonate N(C1=NN=CC=C1)S(=O)(=O)[O-]